diacetate copper [Cu+2].C(C)(=O)[O-].C(C)(=O)[O-]